(E)-tert-butyl-((4-chloro-2-methylbut-2-en-1-yl)oxy)diphenylsilane C(C)(C)(C)[Si](C1=CC=CC=C1)(C1=CC=CC=C1)OC\C(=C\CCl)\C